1,2,3-propanetriol hexamethylenebis[3-(3,5-di-tert-butyl-4-hydroxyphenyl)propionate] C(C)(C)(C)C=1C=C(C=C(C1O)C(C)(C)C)CC(C(=O)O)CCCCCCC(C(=O)O)CC1=CC(=C(C(=C1)C(C)(C)C)O)C(C)(C)C.C(C(CO)O)O